C(C(C=O)O)S(=O)(=O)O The molecule is an alkanesulfonic acid that is propanal carrying hydroxy and sulfo substituents at positions 2 and 3 respectively It is an alkanesulfonic acid, a secondary alcohol and a member of propanals. It derives from a propanal. It is a conjugate acid of a 3-sulfolactaldehyde(1-).